1-Methylpentyl-1-hydroxy-1-methylpentylphosphinic acid CC(CCCC)P(O)(=O)C(CCCC)(C)O